C(#N)NC1CC(C1)(C(=O)NC1=CN=C(S1)C1CCCCC1)C (1r,3r)-3-(cyanoamino)-N-(2-cyclohexyl-1,3-thiazol-5-yl)-1-methylcyclobutane-1-carboxamide